(1s,3s)-3-(2-(trifluoromethyl)-3H-imidazo[4,5-c]pyridin-3-yl)cyclobutan-1-ol FC(C1=NC2=C(C=NC=C2)N1C1CC(C1)O)(F)F